2-{3-[(2-chlorophenoxy)methyl]-4-methoxybenzamido}thiophene-3-carboxamide ClC1=C(OCC=2C=C(C(=O)NC=3SC=CC3C(=O)N)C=CC2OC)C=CC=C1